C(#N)[C@H](C[C@H]1C(NCC1)=O)NC([C@@H](NC(CN1CCCC1)=O)CC(C)(C)C)=O N-{(1S)-1-cyano-2-[(3S)-2-oxopyrrolidin-3-yl]ethyl}-4-methyl-N2-(pyrrolidin-1-ylacetyl)-L-leucinamide